9-(4-(((3s,4r)-4-(4-amino-5-chloro-2,3-dihydrobenzofuran-7-carboxamido)-3-methoxypiperidin-1-yl)methyl)piperidin-1-yl)-9-oxononanoic acid NC1=C(C=C(C2=C1CCO2)C(=O)N[C@H]2[C@H](CN(CC2)CC2CCN(CC2)C(CCCCCCCC(=O)O)=O)OC)Cl